FC1=C(C(=CC=C1F)F)[C@@H]1C[C@@H](C=2N1N=C(N2)S)F (5S,7S)-5-(2,3,6-trifluorophenyl)-7-fluoro-6,7-dihydro-5H-pyrrolo[1,2-b][1,2,4]triazole-2-thiol